butyl 3-(5-bromo-2-formyl-phenoxy)cyclobutanecarboxylate BrC=1C=CC(=C(OC2CC(C2)C(=O)OCCCC)C1)C=O